(S)-N-((R)-1-(3-chloro-2,4-difluorophenyl)-2-((trans)-4-(trifluoromethyl)cyclohexyl)ethyl)-2-oxoimidazolidine-4-carboxamide ClC=1C(=C(C=CC1F)[C@@H](C[C@@H]1CC[C@H](CC1)C(F)(F)F)NC(=O)[C@H]1NC(NC1)=O)F